C1(=CC=CC=C1)N1N=C(C(=C1)/C=C/C(=O)O)C=1C=NC=CC1 (E)-3-(1-phenyl-(pyridin-3-yl)-1H-pyrazol-4-yl)acrylic acid